C(CCCCC=O)=O 1,6-Hexan-dialdehyd